(3R)-N-((R)-(4-chloro-2,5-difluorophenyl)(cyclopropyl)methyl)-4-(3-(methylsulfonyl)benzoyl)-3-morpholinecarboxamide ClC1=CC(=C(C=C1F)[C@H](NC(=O)[C@@H]1N(CCOC1)C(C1=CC(=CC=C1)S(=O)(=O)C)=O)C1CC1)F